N-(1-cyanocyclopropyl)-8-(1-oxo-1,4,6,7-tetrahydrofuro[3,4-c]pyridin-5(3H)-yl)-3-(5-(trifluoromethyl)-1,3,4-thiadiazol-2-yl)imidazo[1,5-a]pyridine-6-sulfonamide C(#N)C1(CC1)NS(=O)(=O)C=1C=C(C=2N(C1)C(=NC2)C=2SC(=NN2)C(F)(F)F)N2CC1=C(CC2)C(OC1)=O